C1(CC1)[C@@H]([C@H]1N(C/C(/C1)=N/OC)C(=O)C1=CC=C(C=C1)C1=C(C(=CC=C1)C#N)C)O 4'-((2S,E)-2-((S)-cyclopropyl(hydroxy)methyl)-4-(methoxyimino)pyrrolidine-1-carbonyl)-2-methyl-[1,1'-biphenyl]-3-carbonitrile